racemic-3-cyclopentyl-3-{4-[7-(2-trimethylsilylethoxymethyl)-7H-pyrrolo[2,3-d]pyrimidin-4-yl]pyrazol-1-yl}propionitrile C1(CCCC1)[C@@H](CC#N)N1N=CC(=C1)C=1C2=C(N=CN1)N(C=C2)COCC[Si](C)(C)C |r|